4-(3-(trifluoromethyl)phenoxy)-1H-pyrazole-5-carboxamide FC(C=1C=C(OC=2C=NNC2C(=O)N)C=CC1)(F)F